COC(C(N)CCOCCOC1=CC=C(C=C1)OCC1=CC=CC=C1)=O 2-(2-(2-(4-(benzyloxy)phenoxy)ethoxy)ethyl)glycine methyl ester